(E)-tert-butyl 3-(2-ethoxy-2-oxoethylidene)azepane-1-carboxylate C(C)OC(\C=C/1\CN(CCCC1)C(=O)OC(C)(C)C)=O